C(C)(C)(C)OC(=O)N1[C@@H](C[C@@H](C1)F)C(=O)O (2S,4S)-1-(tert-butoxycarbonyl)-4-fluoropyrrolidine-2-carboxylic acid